(4R)-1-[(1S,2R)-2-amino-3,3-difluorocyclohexyl]-N-(cyclopropylmethyl)-N-methylazepine-4-amine N[C@@H]1[C@H](CCCC1(F)F)N1C=CC(=CC=C1)N(C)CC1CC1